acrylic acid cyclohexanic anhydride C1(CCCCC1)C(=O)OC(C=C)=O